C1(=CCCCC1)C1=CC=C2C(=N1)NN=C2N 6-(cyclohexen-1-yl)-1H-pyrazolo[3,4-b]pyridin-3-amine